C(CCCCCCCCCCCCC)N1C(=C(C(C(=C1)O)=O)O)C(C)=O N-tetradecyl-2-acetyl-3,5-dihydroxypyridin-4-one